N-[3-[(1-amino-6,7-dimethoxy-3-isoquinolyl)methylamino]Propyl]Tetrahydro-2-furancarboxamide sulfate S(=O)(=O)(O)O.NC1=NC(=CC2=CC(=C(C=C12)OC)OC)CNCCCNC(=O)C1OCCC1